1-naphthol, cesium salt [Cs].C1(=CC=CC2=CC=CC=C12)O